FC(C(=O)O)(F)F.ClC=1C=C(C=CC1OC)C1(CNC1)O 3-(3-chloro-4-methoxyphenyl)azetidin-3-ol trifluoroacetate